(S)-8-chloro-2-(pyrrolidin-2-yl)benzofuro[3,2-d]pyrimidin-4(3H)-one hydrochloride Cl.ClC=1C=CC2=C(C1)C=1N=C(NC(C1O2)=O)[C@H]2NCCC2